3-(2-{[(2R,7aS)-2-fluoro-hexahydro-1H-pyrrolizin-7a-yl]methoxy}-7-(8-ethynyl-7-fluoro-3-hydroxynaphthalen-1-yl)-8-fluoropyrido[4,3-d]pyrimidin-4-yl)-3-azabicyclo[3.2.1]octan-6-ol F[C@@H]1C[C@@]2(CCCN2C1)COC=1N=C(C2=C(N1)C(=C(N=C2)C2=CC(=CC1=CC=C(C(=C21)C#C)F)O)F)N2CC1CC(C(C2)C1)O